C1(CC1)C1=CC=C(C=N1)[C@H](C)N1N=C(C2=C1N=C(NC2=O)[C@H]2[C@@H](CC2)C2=NC=CC=N2)C#N 1-((S)-1-(6-cyclopropylpyridin-3-yl)ethyl)-4-oxo-6-((1R,2R)-2-(pyrimidin-2-yl)cyclobutyl)-4,5-dihydro-1H-pyrazolo[3,4-d]pyrimidine-3-carbonitrile